C(C=C)(=O)N1CCN(CCC1)S(=O)(=O)N1C[C@H](CC1)CN1CCC2(CN(C2)C=2N=CN=NC2OC2=C(C(=O)N(C(C)C)C(C)C)C=C(C=C2)F)CC1 (R)-2-((5-(7-((1-((4-acryloyl-1,4-diazepan-1-yl)sulfonyl)pyrrolidine-3-yl)methyl)-2,7-diazaspiro[3.5]nonan-2-yl)-1,2,4-triazin-6-yl)oxy)-5-fluoro-N,N-Diisopropylbenzamide